[Cl-].C[N+]1(CCCC1)CCCC 1-Methyl-1-butylpyrrolidinium chlorid